C(C)(C)(C)C1=CC=2C(=NC(=CN2)C(CCC[C@@H](CC2CC2)[C@H]2N(C(OC2)(C)C)C(=O)OC(C)(C)C)O)N1C tert-Butyl (4R)-4-[(1S)-5-(6-tert-butyl-5-methyl-pyrrolo[2,3-b]pyrazin-3-yl)-1-(cyclopropylmethyl)-5-hydroxy-pentyl]-2,2-dimethyl-oxazolidine-3-carboxylate